octahydro-2H-pyrrolo[3,4-c]pyridine-2-carboxylic acid tert-butyl ester C(C)(C)(C)OC(=O)N1CC2CNCCC2C1